COC1=NC(=NC=C1)N[C@H]1CN(CCC1)C(=O)C1=CC=C(C=C1)NC(C=C)=O (R)-N-(4-(3-((4-methoxypyrimidin-2-yl)amino)piperidine-1-carbonyl)phenyl)acrylamide